FC(OC1=C(C=C(C=C1)C=1OC=C(N1)C(=O)NCC=1C(=NC=CC1)C(=O)O)OC(C)C)F ((2-(4-(difluoromethoxy)-3-isopropoxyphenyl)oxazole-4-carboxamido)methyl)picolinic acid